COC=1C(=C2C=CN(C2=C(C1)C)C(=O)OC(C)(C)C)CN1[C@H](C[C@H](CC1)OS(=O)(=O)C)C1=CC=C(C=C1)C(=O)OC |r| (±)-tert-butyl 5-methoxy-4-(((cis)-2-(4-(methoxycarbonyl)phenyl)-4-((methylsulfonyl)oxy)piperidin-1-yl)methyl)-7-methyl-1H-indole-1-carboxylate